(3S,4S)-8-(9-((3-fluoropyridin-4-yl)ethynyl)-7H-imidazo[1,2-c]pyrazolo[4,3-e]pyrimidin-5-yl)-3-methyl-2-oxa-8-azaspiro[4.5]decan-4-amine FC=1C=NC=CC1C#CC1=NNC2=C1C=1N(C(=N2)N2CCC3([C@@H]([C@@H](OC3)C)N)CC2)C=CN1